2-Phenethyl-2H-indazole-6-carboxylic acid hydroxyamide ONC(=O)C=1C=CC2=CN(N=C2C1)CCC1=CC=CC=C1